3-bromo-3-methyl-2-(2-nitrophenylsulfanyl)-3H-indole BrC1(C(=NC2=CC=CC=C12)SC1=C(C=CC=C1)[N+](=O)[O-])C